O=C(C(=O)NC=1C2=C(C=NC1)C=NN2COCC[Si](C)(C)C)N2[C@H](CC[C@@H](C2)C)C2=CC=C1C=C(C(=NC1=C2)C2CCN(CC2)C)C#N 2-Oxo-2-[(2R,5S)-2-[3-cyano-2-(1-methyl-4-piperidyl)-7-quinolyl]-5-methyl-1-piperidyl]-N-[1-(2-trimethylsilylethoxymethyl)pyrazolo[4,3-c]pyridin-7-yl]acetamide